((tert-butyldimethylsilyloxy)methyl)pyrimidine-2,4(1H,3H)-dione [Si](C)(C)(C(C)(C)C)OCN1C(NC(C=C1)=O)=O